NC1=C(SC2=NC(=CN=C21)OC)C(=O)O 7-amino-3-methoxythieno[2,3-b]pyrazine-6-carboxylic acid